(2R,7aS)-Methyl 2-hydroxy-3-oxo-hexahydro-1H-pyrrolizine-7a-carboxylate O[C@@H]1C[C@@]2(CCCN2C1=O)C(=O)OC